C(=CC1=CC=CC=C1)S(=O)(=O)O.C(=CC1=CC=CC=C1)S(=O)(=O)O styrenesulfonic acid, styrenesulfonate salt